4-[7-(3-aminopropoxy)imidazo[1,2-a]pyridin-3-yl]-N-cyclopropyl-2-(difluoromethoxy)-6-methoxy-benzamide NCCCOC1=CC=2N(C=C1)C(=CN2)C2=CC(=C(C(=O)NC1CC1)C(=C2)OC)OC(F)F